CC1=NC(=CC(=C1)C=1NC2=CC=C(C=C2C1C(C)C)C1CC(N(C(C1)(C)C)C)(C)C)C 2-(2,6-dimethylpyridin-4-yl)-3-isopropyl-5-(1,2,2,6,6-pentamethylpiperidin-4-yl)-1H-indole